(5S)-N-[(3S)-9-fluoro-2-oxo-5-phenyl-1,3-dihydro-1,4-benzodiazepin-3-yl]-5-methyl-2-[1-(2,2,2-trifluoroethyl)pyrazol-4-yl]-6,7-dihydro-5H-pyrazolo[5,1-b][1,3]oxazine-3-carboxamide FC1=CC=CC=2C(=N[C@@H](C(NC21)=O)NC(=O)C=2C(=NN1C2O[C@H](CC1)C)C=1C=NN(C1)CC(F)(F)F)C1=CC=CC=C1